C(C)(C)(C)OOC(C)(C)C1=CC=C(C(=O)C2=CC=CC=C2)C=C1 4-(1-t-butyldioxy-1-methylethyl)benzophenone